(2R)-3-[5-(3,4-difluorophenyl)-6-isopropyl-1H-pyrrolo[2,3-f]indazol-7-yl]-2-methoxy-propanoic acid FC=1C=C(C=CC1F)N1C(=C(C2=C1C=C1C=NNC1=C2)C[C@H](C(=O)O)OC)C(C)C